4-iodo-1H-imidazole IC=1N=CNC1